N,N'-bis(2-aminoethyl)-N,N'-dimethyl-1,3-propanediamine NCCN(CCCN(C)CCN)C